C[C@@H]1CN(C[C@@H](O1)C)C[C@H](C)CC2=CC=C(C=C2)C(C)(C)C The molecule is a 4-[3-(4-tert-butylphenyl)-2-methylpropyl]-2,6-dimethylmorpholine in which the methyl substituents on the morpholine ring are in a cis relationship to each other and in which the remaining stereocentre has R configuration. It is an enantiomer of a (S)-fenpropimorph.